C12N(CC(CC1)CC2)CCNC(=O)C=2C=C(C(=NC2)C)NC(=O)C=2C=NN1C2SC(=C1)C=1C=NN(C1)C1COC1 N-(5-((2-(2-azabicyclo[2.2.2]octan-2-yl)ethyl)carbamoyl)-2-methylpyridin-3-yl)-2-(1-(oxetan-3-yl)-1H-pyrazol-4-yl)pyrazolo[5,1-b]thiazole-7-carboxamide